1-[3-(4-Chloro-2-methyl-2H-pyrazol-3-yl)-4-methoxy-phenyl]-3-(4-chloro-2-trifluoromethyl-phenyl)-urea ClC1=C(N(N=C1)C)C=1C=C(C=CC1OC)NC(=O)NC1=C(C=C(C=C1)Cl)C(F)(F)F